FC1=CC=C(C=C1)C1=NN2C(COCC2C)=C1C1=CC(=NC=C1)CO (4-(2-(4-Fluorophenyl)-7-methyl-6,7-dihydro-4H-pyrazolo[5,1-c][1,4]oxazin-3-yl)pyridin-2-yl)methanol